C1(CC1)C1=CNC=2N=CN=C(C21)N2CCN(C1CC21)C(=O)OC(C)(C)C tert-Butyl 5-(5-cyclopropyl-7H-pyrrolo[2,3-d]pyrimidin-4-yl)-2,5-diazabicyclo[4.1.0]heptane-2-carboxylate